C(C)(C)(C)[C@]12C[C@H](C[C@H](CC1)N2C(=O)OCC(OCCCCC)CO)N2CC=CC1=C2N=NC(=C1)C1=C(C=C(C=C1)N1C=NC=C1)O 2-amyl-glycerol tert-butyl-(1R,3s,5S)-3-(3-(2-hydroxy-4-(1H-imidazol-1-yl)phenyl)pyrido[2,3-c]pyridazin-8(7H)-yl)-8-azabicyclo[3.2.1]octane-8-carboxylate